ClC(C(=O)N[C@H]1[C@@H]2N(C(=C(CS2)SC2=NN=NN2C)C(=O)O)C1=O)Cl 7β-dichloroacetamido-3-(1-methyl-1H-tetrazol-5-ylsulfanyl)-3-cephem-4-carboxylic acid